4-((4-aminophenyl)thio)-2-ethoxybenzenamine NC1=CC=C(C=C1)SC1=CC(=C(C=C1)N)OCC